[Na+].C(N)([S-])=S.C(C)C(CNCC(CCCC)CC)CCCC bis(2-ethylhexyl)amine dithiocarbamate sodium salt